BrC=1C=2C(C=3C(NC(NC3C1F)=O)=O)=CN(N2)C 4-bromo-5-fluoro-2-methyl-2,6-dihydro-7H-pyrazolo[4,3-f]quinazoline-7,9(8H)-dione